FC1(C(C1)C(C)=O)F 1-(2,2-difluorocyclopropyl)ethanone